C[C@H]1CCC/C=C/[C@H]2CC[C@@H]([C@H](O2)CC(=O)O1)O The molecule is a macrolide that is 4,15-dioxabicyclo[9.3.1]pentadec-9-en-3-one substituted by a hydroxy group at position 14 and a methyl group at position 5 (the 1R,5S,9E,11R,14S stereoisomer). It is isolated from the marine-derived fungus Aspergillus ostianus and exhibits cytotoxic activity against mouse lymphocytic leukemia cells (L1210). It has a role as an antineoplastic agent and an Aspergillus metabolite. It is a macrolide, a secondary alcohol, a bridged compound and a cyclic ether.